[Si](C)(C)(C(C)(C)C)O[C@H](C)[C@@H]1N(CCN(C1)C=1C=NC(=CC1OC)N1C(=CC=C1C)C)C(=O)OC(C)(C)C tert-Butyl (2R)-2-[(1R)-1-[(tert-butyldimethylsilyl)oxy]ethyl]-4-[6-(2,5-dimethyl-1H-pyrrol-1-yl)-4-methoxypyridin-3-yl]piperazine-1-carboxylate